S1C=NC2=C1C=CC(=C2)CN(C(C(=O)OC)=O)C21CC(C2)C1 methyl 2-((benzo[d]thiazol-5-ylmethyl)(bicyclo[1.1.1]pentan-1-yl)amino)-2-oxoacetate